ClC1=C(C=CC(=C1)C)C=1CCCC2=C(C1C1=CC=C(C=C1)O[C@@H]1CN(CC1)CCCF)C=CC(=C2)C(=O)O (S)-8-(2-chloro-4-methylphenyl)-9-(4-((1-(3-fluoropropyl)pyrrolidin-3-yl)oxy)phenyl)-6,7-dihydro-5H-benzo[7]annulene-3-carboxylic acid